2-methyl-4-(piperidin-4-yl)benzo[d][1,3]dioxol CC1OC2=C(O1)C=CC=C2C2CCNCC2